COC1=CC=C(C=C1)N1NC(=CC(=N1)C(Cl)(Cl)Cl)C(Cl)(Cl)Cl 2-(4-methoxyphenyl)-4,6-bistrichloromethyltriazine